N-(2-chloro-6-fluoro-3-methoxy-phenyl)-2-[(1-methylpyrazol-3-yl)amino]thiazole-5-carboxamide ClC1=C(C(=CC=C1OC)F)NC(=O)C1=CN=C(S1)NC1=NN(C=C1)C